((2-(3'-(6,7-difluoro-1-methyl-5-(pyrrolidin-1-ylmethyl)-1H-benzo[d]imidazol-2-yl)-2,2'-dimethyl-[1,1'-biphenyl]-3-yl)-6-(difluoromethoxy)benzo[d]oxazol-5-yl)methyl)-L-proline FC=1C(=CC2=C(N(C(=N2)C=2C(=C(C=CC2)C2=C(C(=CC=C2)C=2OC3=C(N2)C=C(C(=C3)OC(F)F)CN3[C@@H](CCC3)C(=O)O)C)C)C)C1F)CN1CCCC1